2-allyl-1-[6-(1-methyl-4-piperidyloxy)-2-pyridyl]-6-[m-(3-pyridyl)phenylamino]-1,2-dihydro-3H-1,2,5,7-tetraazainden-3-one C(C=C)N1N(C2=NC(=NC=C2C1=O)NC1=CC(=CC=C1)C=1C=NC=CC1)C1=NC(=CC=C1)OC1CCN(CC1)C